[2-(acryloyloxy)-ethyl]trimethyl-ammonium chloride [Cl-].C(C=C)(=O)OCC[N+](C)(C)C